C(C)C1=CC=C(C=C1)C=1C=2C(=C(SC2N2C(=NN=C2[C@H](N1)CC(=O)OC(C)(C)C)C)C)C |r| racemic-tert-butyl 2-[7-(4-ethyl phenyl)-4,5,13-trimethyl-3-thia-1,8,11,12-tetraazatricyclo[8.3.0.02,6]trideca-2(6),4,7,10,12-pentaen-9-yl]acetate